CN(C1=C2C(=NC(=C1)C1=C(C=C(C=C1C)C(F)(F)F)O)N=C(O2)N[C@H]2CN(CCC2)CC)C 2-[7-(Dimethylamino)-2-[[(3R)-1-ethyl-3-piperidyl]amino]oxazolo[4,5-b]pyridin-5-yl]-3-methyl-5-(trifluoromethyl)phenol